3-methylimidazo[1,5-a]pyrazine-1-carboxylic acid sodium salt [Na+].CC1=NC(=C2N1C=CN=C2)C(=O)[O-]